(2R,3R,4R,5R)-4-[[4-cyclopropyl-3-(3,4-difluoro-2-methoxy-phenyl)-5-methyl-5-(trifluoromethyl)tetrahydrofuran-2-carbonyl]amino]pyridine-2-carboxamide C1(CC1)[C@@H]1[C@@H]([C@@H](O[C@]1(C(F)(F)F)C)C(=O)NC1=CC(=NC=C1)C(=O)N)C1=C(C(=C(C=C1)F)F)OC